C1(CC1)C=1N=C2N(N=C(C(=C2)C)N2CC=3C=C(C=NC3CC2)C=2C=NC(=CC2)C)C(C1)=O 2-cyclopropyl-8-methyl-7-(3-(6-methylpyridin-3-yl)-7,8-dihydro-1,6-naphthyridin-6(5H)-yl)-4H-pyrimido[1,2-b]pyridazin-4-one